1,4-diaminocyclohexane NC1CCC(CC1)N